tertbutyl 4-[3-fluoro-4-(4,4,5,5-tetramethyl-1,3,2-dioxaborolan-2-yl)phenyl]-1,4-diazepane-1-carboxylate FC=1C=C(C=CC1B1OC(C(O1)(C)C)(C)C)N1CCN(CCC1)C(=O)OC(C)(C)C